ClC1=NC(=C2N(C=NC2=N1)COCC[Si](C)(C)C)Cl 2-[(2,6-dichloropurin-7-yl)methoxy]ethyl-trimethyl-silane